C(#N)[C@H]1CN([C@H]2CN([C@@H]12)C1=CC=C(C=N1)C=1C=2N(C=C(C1)C=1C=NN(C1)C)N=CC2C#N)CC=2C=NC(=CC2)OC 4-(6-((1S,4S,5S)-4-cyano-2-((6-methoxypyridin-3-yl)methyl)-2,6-diazabicyclo[3.2.0]heptan-6-yl)pyridin-3-yl)-6-(1-methyl-1H-pyrazol-4-yl)pyrazolo[1,5-a]pyridine-3-carbonitrile